[N+](=O)([O-])C1=CC=C(C=C1)[C@H](C)NC(=O)C=1C=C2C(=CN(C2=CC1)CC1=CC=C(C=C1)C=1C(=CC=CC1)C(=O)OC(C)(C)C)C (S)-tert-Butyl 4'-((5-((1-(4-nitrophenyl)ethyl)carbamoyl)-3-methyl-1H-indol-1-yl)methyl)-[1,1'-biphenyl]-2-carboxylate